FC1(OC2=C(O1)C=CC(=C2)CO)F (2,2-difluoro-1,3-benzodioxol-5-yl)-methanol